N-(3-bromo-4-fluoro-5-(1,3,5-trimethyl-1H-pyrazol-4-yl)phenyl)propane-1-sulfonamide BrC=1C=C(C=C(C1F)C=1C(=NN(C1C)C)C)NS(=O)(=O)CCC